FC=1C(=NC(=NC1)NC1=CC(=NC=C1)CCC(=O)OC)C1=CNC2=C(C=CC=C12)NC([C@@H](COC)N1CCN(CC1)C)=O methyl (R)-3-(4-((5-fluoro-4-(7-(3-methoxy-2-(4-methylpiperazin-1-yl)propanamido)-1H-indol-3-yl)pyrimidin-2-yl)amino)pyridin-2-yl)propanoate